3-(trifluoromethylphenyl)-7-oxabicyclo[2.2.1]heptane-2-carboxamide FC(F)(F)C1=C(C=CC=C1)C1C(C2CCC1O2)C(=O)N